ClC1=C(C=C(C=C1OC)OC)C1=CC2=C(N=C(N=C2)NC2=CC=C(C=C2)OCCN2C=CC=C2)N2C1=NN=C2 6-(2-chloro-3,5-dimethoxyphenyl)-N-(4-(2-(pyrrol-1-yl)ethoxy)phenyl)-[1,2,4]triazolo[4',3':1,6]pyrido[2,3-d]pyrimidin-2-amine